FC1(CCC(CC1)[C@@H](C(N1CCNCC1)=O)NC([C@H](C)N(C(OC(C)(C)C)=O)C)=O)F tert-Butyl ((S)-1-(((S)-1-(4,4-difluorocyclohexyl)-2-oxo-2-(piperazin-1-yl)ethyl)amino)-1-oxopropan-2-yl)(methyl)carbamate